(7S)-3-{2-[(3S)-3-Acetamidopyrrolidin-1-yl]ethyl}-7-methyl-2-[2-(1H-pyrazol-1-yl)ethyl]-3H,6H,7H,8H,9H-imidazo[4,5-f]chinolin C(C)(=O)N[C@@H]1CN(CC1)CCN1C(=NC2=C3CC[C@@H](NC3=CC=C21)C)CCN2N=CC=C2